(7S)-7-(4-Fluorophenyl)-N4-methyl-N2-[4-(4-methylimidazol-1-yl)-1-bicyclo[2.2.2]octanyl]-6,7-dihydro-5H-cyclopenta[d]pyrimidin-2,4-diamin FC1=CC=C(C=C1)[C@@H]1CCC2=C1N=C(N=C2NC)NC21CCC(CC2)(CC1)N1C=NC(=C1)C